BrC1=C(C=C2C(=NC(=NC2=C1F)Cl)N1CCN(CC1)C(=O)OC(C)(C)C)OC(F)(F)F tert-butyl 4-(7-bromo-2-chloro-8-fluoro-6-(trifluoromethoxy)quinazolin-4-yl)piperazine-1-carboxylate